(3-cyanobenzyloxy)-4-(2-methoxy-3-o-fluorophenylbenzyloxy)-5-chlorobenzaldehyde C(#N)C=1C=C(COC2=C(C=O)C=C(C(=C2)OCC2=C(C(=CC=C2)C2=C(C=CC=C2)F)OC)Cl)C=CC1